N-[(1S)-1-[2-(5-cyano-2-pyridyl)-1,2,4-triazol-3-yl]ethyl]-2'-oxo-5'-(trifluoromethyl)spiro[cyclopropane-1,3'-indoline]-7'-carboxamide C(#N)C=1C=CC(=NC1)N1N=CN=C1[C@H](C)NC(=O)C=1C=C(C=C2C3(C(NC12)=O)CC3)C(F)(F)F